(4-piperidyl)methanone N1CCC(CC1)C=O